3-heptyl-imidazolium C(CCCCCC)[N+]1=CNC=C1